C1(C=CC(C=C1)=NCCCC)=NCCCC N,N'-(cyclohexa-2,5-dien-1,4-diylidene)dibutane-1-amine